benzyl 2-vinyl-5-methoxy-6-methyl-(4,4-bipyridine)-3-carboxylate C(=C)C1=NC(=C(C(=C1C(=O)OCC1=CC=CC=C1)C1=CC=NC=C1)OC)C